C(C1=CC=CC=C1)OC1=C(C=C(C=C1)O)F 4-benzyloxy-3-fluoro-phenol